1-(3-vinylphenyl)ethan-1,2-dione C(=C)C=1C=C(C=CC1)C(C=O)=O